IC1=C(C(=O)NC2=CC=C(C=C2)C(C(F)(F)F)(C(F)(F)F)O)C=CC=C1 2-iodo-N-(4-(1,1,1,3,3,3-hexafluoro-2-hydroxypropan-2-yl)phenyl)benzamide